C(C(C)C)(=O)OC(C(=O)OCCCCCC)(C)C n-hexyl α-isobutyryloxyisobutyrate